COC(=O)C1=CC=C(O)C=C1 Methyl-paraben